3,6-diaza-bicyclo[3.1.1]heptane-6-carboxylic acid tert-butyl ester C(C)(C)(C)OC(=O)N1C2CNCC1C2